3-methylpentane-1,1,5,5-tetracarboxylic acid CC(CC(C(=O)O)C(=O)O)CC(C(=O)O)C(=O)O